beta-ethyldiethylenetriamine CCNCCNCCN